C(C1=CC=CC=C1)OC1=C([N+](=CC2=C(C=CC=C12)OC1=C(C=CC=C1C)C)[O-])C(=O)OC 4-(benzyloxy)-8-(2,6-dimethylphenoxy)-3-(methoxycarbonyl)isoquinoline 2-oxide